ClC=1C=CC(=NC1)[C@H]1NOCC1 5-chloro-2-[(3S)-1,2-oxazolidin-3-yl]pyridine